hexamethylethane-1,2-diamine dichloride [Cl-].[Cl-].CN(C(C(N)(C)C)(C)C)C